2-[carbamimidoyl(methyl)amino]acetic acid C(N)(=N)N(CC(=O)O)C